NC1=NC=CC=C1C1=NC=2C(=NC(=CC2)NC(OC(C)(C)C)=O)N1C1=CC=C(C=C1)CO tert-Butyl (2-(2-aminopyridin-3-yl)-3-(4-(hydroxymethyl)phenyl)-3H-imidazo[4,5-b]pyridin-5-yl)carbamate